ethyl 4-[7-chloro-1-(4-methoxybenzyl)-1H-pyrrolo[3,2-c]pyridin-4-yl]benzoate ClC=1C2=C(C(=NC1)C1=CC=C(C(=O)OCC)C=C1)C=CN2CC2=CC=C(C=C2)OC